6-(((1-(1-(difluoromethyl)cyclopropyl)-5-iodo-1H-1,2,3-triazol-4-yl)(6-fluoro-2-methylpyridin-3-yl)methyl)amino)-4-(neopentylamino)quinoline-3-carbonitrile FC(C1(CC1)N1N=NC(=C1I)C(C=1C(=NC(=CC1)F)C)NC=1C=C2C(=C(C=NC2=CC1)C#N)NCC(C)(C)C)F